[N-](C#N)C#N.OC(C)C1=NC=CN1C 1-hydroxyethyl-3-methylimidazole dicyanamide salt